P(=O)([O-])([O-])[O-].[Ni+2].[Zn+2] zinc-nickel phosphate